FC1=C(C=C(C=C1)C(=O)C=1C=C2C=CNC2=CC1)C=1NC=C(N1)C(C)(O)C=1C=C(C=CC1)CCC(=O)O 3-(3-(1-(2-(2-fluoro-5-(1H-indole-5-carbonyl)phenyl)-1H-imidazol-4-yl)-1-hydroxyethyl)phenyl)propanoic acid